N-(2-(4-((R)-4-cyclopropyl-3-methylpiperazine-1-yl)piperidine-1-yl)-4-methoxy-5-((6-((R)-3-(2,3,6-trifluorophenyl)-isoxazolidine-2-yl)pyrimidine-4-yl)amino)-phenyl)acrylamide C1(CC1)N1[C@@H](CN(CC1)C1CCN(CC1)C1=C(C=C(C(=C1)OC)NC1=NC=NC(=C1)N1OCC[C@@H]1C1=C(C(=CC=C1F)F)F)NC(C=C)=O)C